ethyl 3-(2-((tert-butoxycarbonyl) amino) ethoxy)-1-(2-(3-fluoro-5-(trifluoromethyl) benzyl) pyridin-4-yl)-1H-pyrazole-4-carboxylate C(C)(C)(C)OC(=O)NCCOC1=NN(C=C1C(=O)OCC)C1=CC(=NC=C1)CC1=CC(=CC(=C1)C(F)(F)F)F